FC(OC1=C(C(=O)N[C@H]2[C@H](C2)F)C(=CC(=C1)C=1C=NN2C1C=CC(=C2)C(C)(S(=O)(=O)C)C)OC)F 2-(Difluoromethoxy)-N-[(1R,2S)-2-fluorocyclopropyl]-6-methoxy-4-[6-(1-methyl-1-methylsulfonyl-ethyl)pyrazolo[1,5-a]pyridin-3-yl]benzamide